BrC=1C=C(C=CC1)[C@@H](C1=NN=CN1C)C1CCC1 (S)-3-((3-bromophenyl)(cyclobutyl)methyl)-4-methyl-4H-1,2,4-triazole